4-iodo-2-methyl-6-{[(1r,4r)-4-(trifluoromethyl)cyclohexyl]oxy}pyridine IC1=CC(=NC(=C1)OC1CCC(CC1)C(F)(F)F)C